2-(2,2-dimethoxyethoxy)-7-phenylquinoline COC(COC1=NC2=CC(=CC=C2C=C1)C1=CC=CC=C1)OC